CC1(C2=CC=CC=C2C2=C1C1=C(OCC=C1)C=1C=C(C(=CC21)N2CCN(CC2)C2=CC=C(C=C2)OC(C#CC2=CC=CC=C2)=O)OC)C 13,13-dimethyl-6-methoxy-7-(4-(4-(3-phenylprop-2-ynoyloxy)phenyl)piperazin-1-yl)-3H,13H-indeno[2',3':3,4]naphtho[1,2-b]pyran